methyl (2R,3R,4R)-5-(benzyloxy)-4-((diphenylmethylene)amino)-2,3-dihydroxypentanoate C(C1=CC=CC=C1)OC[C@H]([C@H]([C@H](C(=O)OC)O)O)N=C(C1=CC=CC=C1)C1=CC=CC=C1